N=1C(=CN2N=CC=CC21)CC(=O)O imidazo[1,2-b]pyridazine-2-acetic acid